C1(=CC=CC=C1)[B-](C1=CC=CC=C1)(C1=CC=CC=C1)C1=CC=CC=C1.OC(COC1=CC=C(C=C1)[I+]C1=CC=CC=C1)CCCCCCCCCCCC [4-[(2-hydroxytetradecyl)-oxy]phenyl]phenyliodonium tetraphenylborate